2-(Dimethylamino)ethyl 2-methyl-2-propenoat CC(C(=O)OCCN(C)C)=C